P(O)(O)=O.C(C)P(C1=CC=CC=C1)CC1=C(C=C(C=C1C)C)C ethyl-2,4,6-trimethylbenzylphenylphosphine phosphonate